(2S,5R)-5-(2-chlorophenyl)-1-(9-oxo-9H-fluorene-2-carbonyl)pyrrolidine-2-carboxylic acid ClC1=C(C=CC=C1)[C@H]1CC[C@H](N1C(=O)C1=CC=2C(C3=CC=CC=C3C2C=C1)=O)C(=O)O